3-furylmethyl-benzyl ether O1C=C(C=C1)COCC1=CC=CC=C1